BrC=1C(=NC(=NC1)SC)NC(C)C1CC1 5-Bromo-N-(1-cyclopropylethyl)-2-methylsulfanyl-pyrimidin-4-amine